FC1(CCN(CCC1)C1=NC2=NC=CC=C2C=C1C(=O)NC1=CC(=CC=C1)S(N)(=O)=O)F 2-(4,4-difluoroazepan-1-yl)-N-(3-sulfamoylphenyl)-1,8-naphthyridine-3-carboxamide